7-formyl-6-((triisopropylsilyl)ethynyl)-3,4-dihydroisoquinoline-2(1H)-carboxylic acid tert-butyl ester C(C)(C)(C)OC(=O)N1CC2=CC(=C(C=C2CC1)C#C[Si](C(C)C)(C(C)C)C(C)C)C=O